(1r,2r)-2-fluorocyclopropylamine F[C@H]1[C@@H](C1)N